3-(3-chloro-4-(9-(2-chlorobenzyl)-6-(1-methylcyclopropoxy)-9H-purin-8-yl)phenoxy)propanoic acid ClC=1C=C(OCCC(=O)O)C=CC1C=1N(C2=NC=NC(=C2N1)OC1(CC1)C)CC1=C(C=CC=C1)Cl